3-Butyl-7-(dimethylamino)-8-methoxy-2-(4-methoxybenzyl)-3-methyl-5-phenyl-2,3,4,5-tetrahydro-1,2,5-benzothiadiazepine 1,1-dioxide C(CCC)C1(N(S(C2=C(N(C1)C1=CC=CC=C1)C=C(C(=C2)OC)N(C)C)(=O)=O)CC2=CC=C(C=C2)OC)C